α-methyl-Proline C[C@@]1(NCCC1)C(=O)O